1H-pyrazolo[3,4-d]pyrimidine-6-carbonitrile N1N=CC=2C1=NC(=NC2)C#N